N1=CC(=CC=C1)C=1C2CNC(C1)CC2 5-(3-Pyridyl)-2-azabicyclo[2.2.2]oct-5-ene